(S)-5-(2,5-difluorophenyl)-N-methoxy-N-methyl-2-(3-(methylamino)propyl)-2-phenyl-1,3,4-thiadiazole-3(2H)-carboxamide hydrochloride Cl.FC1=C(C=C(C=C1)F)C1=NN([C@@](S1)(C1=CC=CC=C1)CCCNC)C(=O)N(C)OC